ClC=1C=C2C(=NC1)NC=C2C(C2=C(C(=CC=C2F)NS(N(C)C(CO)(C)C)(=O)=O)F)=O 5-chloro-3-[2,6-difluoro-3-[[(2-hydroxy-1,1-dimethyl-ethyl)-methyl-sulfamoyl]amino]benzoyl]-1H-pyrrolo[2,3-b]pyridine